C(CCCCCCCCC=C)(=O)O trans-undecylenic acid